CN[SiH2]NC di(methylamino)silane